4-[6-chloro-8-fluoro-2-{[(2R,7aS)-2-fluorotetrahydro-1H-pyrrolizin-7a(5H)-yl]methoxy}-4-(piperidin-1-yl)quinazolin-7-yl]-5-ethynyl-6-fluoronaphthalen-2-ol ClC=1C=C2C(=NC(=NC2=C(C1C1=CC(=CC2=CC=C(C(=C12)C#C)F)O)F)OC[C@]12CCCN2C[C@@H](C1)F)N1CCCCC1